2-phenyl-5,6-dihydro-imidazo[4,5,1-jk][1,4]benzodiazepin-7(4H)-one C1(=CC=CC=C1)C1=NC2=CC=CC=3C(NCCN1C32)=O